C(C)(=O)OCCOC1=CC=C(C=C1)C1C(OC2=C1C=C(C=C2C(C)(C)C)C(C)(C)C)=O [4-(2-acetoxyethoxy)phenyl]-5,7-di-tert-butyl-benzofuran-2-one